CN[C@H]1CN(CC1)C1=CC=CC(=N1)C1=NC2=CC(=NC=C2C=C1)CNC(C1=CN=CC(=C1)S(=O)(=O)C)=O |r| (Racemic)-N-((2-(6-(3-(methylamino)pyrrolidin-1-yl)pyridin-2-yl)-1,6-naphthyridin-7-yl)methyl)-5-(methylsulfonyl)nicotinamide